((2-methoxy-3-(2-methyl-2H-tetrazol-5-yl)phenyl)amino)-N-methyl-2-((1-methyl-1H-pyrazol-4-yl)amino)pyrimidine-5-carboxamide COC1=C(C=CC=C1C=1N=NN(N1)C)NC1=NC(=NC=C1C(=O)NC)NC=1C=NN(C1)C